NC=1C=C(N(C1)C)C(=O)NC1=CC=C(C=C1)C=1C=C(N(C1)C)C(=O)OC Methyl 4-(4-(4-amino-1-methyl-1H-pyrrole-2-carboxamido)phenyl)-1-methyl-1H-pyrrole-2-carboxylate